Chloroethyne ClC#C